C1(CCC1)C=1C(=NN(C1NC(=O)[C@@H]1C(C1)(C)C)C)C1CC(C1)(F)F (S)-N-(4-cyclobutyl-3-(3,3-difluorocyclobutyl)-1-methyl-1H-pyrazol-5-yl)-2,2-dimethylcyclopropane-1-carboxamide